mono-1-heptenyl ether C(=CCCCCC)OC=CCCCCC